6-methyl-3-((trimethylsilyl)oxy)-1H-indene-2-carbaldehyde CC1=CC=C2C(=C(CC2=C1)C=O)O[Si](C)(C)C